methyl 2-(4-chloro-6-methylpyrimidin-5-yl)acrylate ClC1=NC=NC(=C1C(C(=O)OC)=C)C